6-chloro-3-propyl-1,3,4,5-tetrahydro-2H-benzo[d]azepin-2-one ClC1=CC=CC=2CC(N(CCC21)CCC)=O